C(C)[C@H]1N(C[C@@H](N(C1)C=1C=2C(N(C(C1)=O)C)=CN(N2)CC#N)[C@@H](C)O)C(C)C=2C=C1N=CC=NC1=CC2 (7-((2R,5R)-5-ethyl-2-((R)-1-hydroxyethyl)-4-(1-(quinoxalin-6-yl)ethyl)piperazin-1-yl)-4-methyl-5-oxo-4,5-dihydro-2H-pyrazolo[4,3-b]pyridin-2-yl)acetonitrile